NC12CC(C1)(C2)CNC(OCC2C1=CC=CC=C1C=1C=CC=CC21)=O (9H-fluoren-9-yl)methyl ((3-aminobicyclo[1.1.1]pentan-1-yl)methyl)carbamate